ClC1=CC=C(C=C1)C1(C2=CC=CC=C2C=2C=CC=CC12)C1=CC=C(C=C1)Cl 9,9-bis(4-chlorophenyl)-9H-fluorene